N-(thiophen-3-ylmethyl)hydroxylamine S1C=C(C=C1)CNO